C(C)NS(=O)(=O)NC1=NN2C(N=CC=C2)=C1C(=O)N[C@@H](C)C=1N(C(C=2C(=CC=C3C2C1C(N3)=O)C#C)=O)C3=CC=CC=C3 (S)-2-((N-ethylsulfamoyl)amino)-N-(1-(6-ethynyl-2,5-dioxo-4-phenyl-1,2,4,5-tetrahydropyrrolo[4,3,2-de]isoquinolin-3-yl)ethyl)pyrazolo[1,5-a]pyrimidine-3-carboxamide